(S)-1-[2-(Isoxazolo[5,4-b]pyridine-3-yl)phenyl]-2-(pyridin-2-yl)ethan-1-amine O1N=C(C=2C1=NC=CC2)C2=C(C=CC=C2)[C@H](CC2=NC=CC=C2)N